C(#N)C=1C=C(C=CC1OC)[C@@H]1CC[C@H](CC1)CN(C(=O)[C@@H]1CC[C@H](CC1)CC(=O)O)C1=NC=CC(=C1)C=1N=C(OC1)C1CC1 2-(trans-4-(((trans-4-(3-Cyano-4-methoxyphenyl)cyclohexyl)-methyl)(4-(2-cyclopropyloxazol-4-yl)pyridin-2-yl)carbamoyl)-cyclohexyl)acetic acid